N-(3-{6-azaspiro[2.5]octan-6-yl}-4-{4-[2-(4,4-difluoropiperidin-1-yl)-6-(oxolan-3-yloxy)pyrimidin-4-yl]-1H-1,2,3-triazol-1-yl}phenyl)-2-hydroxyethane-1-sulfonamide C1CC12CCN(CC2)C=2C=C(C=CC2N2N=NC(=C2)C2=NC(=NC(=C2)OC2COCC2)N2CCC(CC2)(F)F)NS(=O)(=O)CCO